3-(imidazo[1,2-b]pyridazin-3-ylethynyl)-4-methyl-N-(4-((4-methylpiperazin-1-yl)methyl)phenyl)benzamide N=1C=C(N2N=CC=CC21)C#CC=2C=C(C(=O)NC1=CC=C(C=C1)CN1CCN(CC1)C)C=CC2C